(2S)-2-Amino-2-((1S,2S)-2-carboxycycloprop-1-yl)-3-(xanth-9-yl)propanoic acid N[C@@](C(=O)O)(CC1C2=CC=CC=C2OC=2C=CC=CC12)[C@@H]1[C@H](C1)C(=O)O